C(C)(=O)N(C1=C(C=C(C=C1)C1=CC=C(C=N1)C(=O)NC=1C=NC=2N(C1)C=CN2)Cl)CC2CC2 6-[4-[Acetyl(cyclopropylmethyl)amino]-3-chloro-phenyl]-N-imidazo[1,2-a]pyrimidin-6-yl-pyridine-3-carboxamide